ClC1=C2C=C(NC2=CC=C1)C(=O)N1CC=2N(CC1)N=CC2C(=O)N(C)CCO 5-(4-chloro-1H-indole-2-carbonyl)-N-(2-hydroxyethyl)-N-methyl-4H,5H,6H,7H-pyrazolo[1,5-a]pyrazine-3-carboxamide